8-methyl-4-nonanone CC(CCCC(CCC)=O)C